OC=1C(=C(C=C2C=C(C=C(C12)S(=O)(=O)O)S(=O)(=O)O)S(=O)(=O)O)N=NC1=CC=C(C=C1)\C=C\C(C1=CC=CC=C1)=O 8-Hydroxy-7-[[4-[(E)-3-oxo-3-phenylprop-1-enyl]phenyl]diazenyl]naphthalene-1,3,6-trisulfonic acid